NCCNCCC[Si](OC)(OC)C gamma-(beta-aminoethyl)aminopropylmethyldimethoxysilane